C1(=CC=C(C=C1)C=1C(=C(C(=O)O)C=CC1)C=O)C=1C(=C(C(=O)O)C=CC1)C=O (1,4-benzenediyl)bis(2-formylbenzoic acid)